(S)-1-ethyl-6-((4-((2-hydroxy-1-phenylethyl)amino)-5-(3-(pyridin-4-yl)-1,2,4-oxadiazol-5-yl)pyrimidin-2-yl)amino)-1,2-dihydro-3H-pyrazolo[3,4-b]pyridin-3-one C(C)N1NC(C=2C1=NC(=CC2)NC2=NC=C(C(=N2)N[C@H](CO)C2=CC=CC=C2)C2=NC(=NO2)C2=CC=NC=C2)=O